N1(C=CC2=CC=CC=C12)[C@H]1[C@@H]([C@H]([C@@H]([C@H](C1)CO)O[Si](C)(C)C)O[Si](C)(C)C)O[Si](C)(C)C ((1R,2R,3S,4S,5R)-5-(1H-indol-1-yl)-2,3,4-tri((trimethylsilyl)oxy)cyclohexyl)methanol